1-(1,6-dimethyl-1H-pyrazolo[3,4-d]pyrimidin-4-yl)piperidin-4-amine CN1N=CC=2C1=NC(=NC2N2CCC(CC2)N)C